tert-Butyl (9-((3aR,4R,6R,6aR)-6-(((N-(2-(benzyloxy)benzoyl)sulfamoyl)(methyl)amino)-methyl)-2,2-dimethyltetrahydrofuro[3,4-d][1,3]dioxol-4-yl)-9H-purin-6-yl)carbamate C(C1=CC=CC=C1)OC1=C(C(=O)NS(=O)(=O)N(C)C[C@H]2O[C@H]([C@H]3[C@@H]2OC(O3)(C)C)N3C2=NC=NC(=C2N=C3)NC(OC(C)(C)C)=O)C=CC=C1